C(C)(=O)OC[C@]1(C(C1)(F)F)CO (R)-(2,2-difluoro-1-(hydroxymethyl)cyclopropyl)methyl acetate